[[2-[(2R,5S)-2-(2-amino-1,3-benzothiazol-5-yl)-5-methyl-1-piperidyl]-2-oxo-acetyl]amino]-2-methoxy-pyridine-3-carboxamide NC=1SC2=C(N1)C=C(C=C2)[C@@H]2N(C[C@H](CC2)C)C(C(=O)NC2=C(C(=NC=C2)OC)C(=O)N)=O